N-(3-methoxyphenyl)-N-(1-methylpyrrolidin-3-yl)benzo[b]thiophene-2-carboxamide COC=1C=C(C=CC1)N(C(=O)C1=CC2=C(S1)C=CC=C2)C2CN(CC2)C